FC(C1=CC2=C(SC(=C2)C(N[C@H](C(=O)N2[C@@H](CCC2)C(N(C2=CC=C(C=C2)C(NC)=O)C2=CC=C(C=C2)I)=O)C(C)(C)C)=O)C=C1)(F)P(O)(O)=O (difluoro(2-(((S)-1-((S)-2-((4-iodophenyl)(4-(methylcarbamoyl)phenyl)carbamoyl)pyrrolidin-1-yl)-3,3-dimethyl-1-oxobutan-2-yl)carbamoyl)benzo[b]thiophen-5-yl)methyl)phosphonic acid